6-(4-(((2-(2,6-dioxopiperidin-3-yl)-4-fluoro-1,3-dioxoisoindolin-5-yl)methyl)(methyl)amino)piperidin-1-yl)-2-(4-phenoxyphenyl)nicotinamide O=C1NC(CCC1N1C(C2=CC=C(C(=C2C1=O)F)CN(C1CCN(CC1)C1=NC(=C(C(=O)N)C=C1)C1=CC=C(C=C1)OC1=CC=CC=C1)C)=O)=O